Tert-butyl (2S,4R)-4-((tert-butyldimethylsilyl)oxy)-2-(1-hydroxycyclopropyl)pyrrolidine-1-carboxylate [Si](C)(C)(C(C)(C)C)O[C@@H]1C[C@H](N(C1)C(=O)OC(C)(C)C)C1(CC1)O